4-[2-(difluoromethoxy)phenyl]-2-(5-fluoropyridin-2-yl)-2,3-dihydro-1H-pyrrolo[3,4-c]pyridin-1-one FC(OC1=C(C=CC=C1)C1=NC=CC2=C1CN(C2=O)C2=NC=C(C=C2)F)F